(E)-4-((2-(4-((E)-1-(1H-indazol-5-yl)-2-phenylbut-1-en-1-yl)phenoxy)ethyl)amino)-N-ethyl-N-methylbut-2-enamide N1N=CC2=CC(=CC=C12)\C(=C(/CC)\C1=CC=CC=C1)\C1=CC=C(OCCNC/C=C/C(=O)N(C)CC)C=C1